C1=CC=C2C(=C1)C(C3=CC=CC=C32)COC(=O)N[C@H](CC4=CNC5=CC=CC=C54)C(=O)O N-α-(9-fluorenylmethoxycarbonyl)-D-tryptophan